((3S,7aS)-3-(((5-(difluoromethyl)pyrimidin-4-yl)oxy)methyl)tetrahydro-1H-pyrrolizin-7a(5H)-yl)methanol FC(C=1C(=NC=NC1)OC[C@@H]1CC[C@@]2(CCCN12)CO)F